indenyl triflate O(S(=O)(=O)C(F)(F)F)C1C=CC2=CC=CC=C12